C(C)(C)NC1=C(C=C(C=N1)NC(C)=O)NC(CC1CCC(CC1)C(F)(F)F)=O N-(6-(isopropylamino)-5-(2-(4-(trifluoromethyl)cyclohexyl)acetamido)pyridin-3-yl)acetamide